ClC=1C(=C(C(=CC1)OC)C1=CC(=NC=C1C(=O)NC1=NN=C(S1)C(C(=O)OCC)(F)F)C)F ethyl 2-(5-(4-(3-chloro-2-fluoro-6-methoxyphenyl)-6-methylnicotinamido)-1,3,4-thiadiazol-2-yl)-2,2-difluoroacetate